COC1=C(C=CC(=C1)OC)[Mg]Br 2,4-dimethoxyphenylmagnesium bromide